(S)-methyl 3-(2'-cyanobiphenyl-3-yl)-3-((S)-4-methyl-2-(4-oxoquinazolin-3(4H)yl)pentanamido)propanoate C(#N)C1=C(C=CC=C1)C1=CC(=CC=C1)[C@H](CC(=O)OC)NC([C@H](CC(C)C)N1C=NC2=CC=CC=C2C1=O)=O